1-(4-fluoro-3-methylphenyl)-3-iodo-5-methoxy-1H-indole-2-carbonitrile FC1=C(C=C(C=C1)N1C(=C(C2=CC(=CC=C12)OC)I)C#N)C